6-(3-chloro-6-(difluoromethyl)-2-fluorophenyl)-N-(1-((4-methyl-2-((1R,5S)-2-oxo-3-azabicyclo[3.1.0]hex-3-yl)pyrimidin-5-yl)methyl)-1H-pyrazol-4-yl)-3-vinylpyrazine-2-carboxamide ClC=1C(=C(C(=CC1)C(F)F)C1=CN=C(C(=N1)C(=O)NC=1C=NN(C1)CC=1C(=NC(=NC1)N1C([C@@H]2C[C@@H]2C1)=O)C)C=C)F